((3-benzoyl-5-(4-nitrophenyl)-2-thienyl)thio)-1-phenylethanone C(C1=CC=CC=C1)(=O)C1=C(SC(=C1)C1=CC=C(C=C1)[N+](=O)[O-])SCC(=O)C1=CC=CC=C1